ClC=1C=CC(=C2C(C(=C(NC12)NC1=C(C=C(C=C1)Cl)Cl)C(\C=C(\C(=O)O)/O)=O)=O)[N+](=O)[O-] (Z)-4-(8-chloro-2-((2,4-dichlorophenyl)amino)-5-nitro-4-oxo-1,4-dihydroquinolin-3-yl)-2-hydroxy-4-oxobut-2-enoic acid